FC1=CC=C(C=C1)C(N1C[C@@H](N(C[C@@H]1C)C1=CC(N(C=2C=CC(=NC12)C#N)C)=O)C)C1=NC=CC=N1 |&1:13| 8-[(2S,SR)-4-[(4-fluorophenyl)(pyrimidin-2-yl)methyl]-2,5-dimethylpiperazin-1-yl]-5-methyl-6-oxo-5,6-dihydro-1,5-naphthyridine-2-carbonitrile